tert-butyl trans-5-(7-carbamoyl-5-fluoro-2-methyl-1H-indol-4-yl)octahydro-2H-pyrrolo[3,4-c]pyridine-2-carboxylate C(N)(=O)C=1C=C(C(=C2C=C(NC12)C)N1C[C@H]2[C@H](CC1)CN(C2)C(=O)OC(C)(C)C)F